(1R,2R,3S,4R,5S)-3-(2-aminopyrimidin-5-yl)-N-(3,4-dichlorophenyl)-5-hydroxy-7-oxabicyclo[2.2.1]Heptane-2-carboxamide NC1=NC=C(C=N1)[C@@H]1[C@H]([C@H]2C[C@@H]([C@@H]1O2)O)C(=O)NC2=CC(=C(C=C2)Cl)Cl